(2s,4s)-N-((1s,3s)-3-(4-isopropylphenyl)cyclobutyl)-N-methyl-6-oxo-7-oxa-5-azaspiro[3.4]octane-2-carboxamide C(C)(C)C1=CC=C(C=C1)C1CC(C1)N(C(=O)C1CC2(C1)NC(OC2)=O)C